C(C=C)(=O)N1CC(C1)OC=1C=C2C(=C(C=NC2=CC1OC)C#N)NC1=C(C=C(C=C1)Cl)Cl 6-((1-acryloylazetidin-3-yl)oxy)-4-((2,4-dichloro-phenyl)amino)-7-methoxyquinoline-3-carbonitrile